ClC=1C=CC(=C(C1)C1=CC(N(C=C1OC)[C@H](C(=O)NC1=CC=C(C(=O)O)C=C1)CC)=O)N1N=NC(=C1)C1=CC(=CC=C1)F (S)-4-(2-(4-(5-chloro-2-(4-(3-fluorophenyl)-1H-1,2,3-triazol-1-yl)phenyl)-5-methoxy-2-oxopyridin-1(2H)-yl)butyrylamino)benzoic acid